[Cs].N1=CC(=CC=C1)C=1C=C(C=CC1)C1=CC=C(C=2C1=CC=C1C=CC=NC21)O 7-(3-(pyridin-3-yl)phenyl)-benzoquinolin-10-ol cesium